3-(6-tert-butyl-3-pyridinyl)azetidine-1-carboxylic acid tert-butyl ester C(C)(C)(C)OC(=O)N1CC(C1)C=1C=NC(=CC1)C(C)(C)C